NC1=CC=C(C=C1)NC(C(CCCNC(=O)N)=NC(C(C(C)C)=NC(CCC(=O)N1C2CC(CC1CC2)C(=O)[O-])=O)=O)=O 8-(4-(((S)-1-(((S)-1-((4-amino-phenyl) amino)-1-oxo-5-ureidopentyl-2-yl) amino)-3-methyl-1-oxobutyl-2-yl) amino)-4-oxobutanoyl)-8-azabicyclo[3.2.1]octane-3-carboxylate